4-bromo-1,3-phenylenediamine dihydrochloride Cl.Cl.BrC1=C(C=C(C=C1)N)N